(3-(6-chloro-7-fluoro-3-(1H-imidazol-1-yl)-5-methoxy-1-methyl-1H-indol-2-yl)-1H-1,2,4-triazol-5-yl)(3-hydroxypiperidin-1-yl)methanone ClC1=C(C=C2C(=C(N(C2=C1F)C)C1=NNC(=N1)C(=O)N1CC(CCC1)O)N1C=NC=C1)OC